5-((2,4-dinitrophenoxy)methyl-d)-1-methyl-2-nitro-1H-imidazole [N+](=O)([O-])C1=C(OC(C2=CN=C(N2C)[N+](=O)[O-])[2H])C=CC(=C1)[N+](=O)[O-]